(5-(4-(4-cyanophenyl)azepane-1-carbonyl)-2-methylphenyl)-6-fluoronicotinamide C(#N)C1=CC=C(C=C1)C1CCN(CCC1)C(=O)C=1C=CC(=C(C1)C1=C(C(=O)N)C=CC(=N1)F)C